4-Amino-4-(3-methoxyphenyl)piperidine-1-carboxylic acid tert-butyl ester C(C)(C)(C)OC(=O)N1CCC(CC1)(C1=CC(=CC=C1)OC)N